(2-(bromomethyl)-3,3-difluoroallyl)carbamic acid tert-butyl ester C(C)(C)(C)OC(NCC(=C(F)F)CBr)=O